O1CC(CC1)N1C(C=CC=C1)=O 1-(tetrahydrofuran-3-yl)pyridin-2(1H)-one